(2R,3R)-3-cyclopropyl-1-methylazepine-2-carboxylate lithium [Li+].C1(CC1)C1=C(N(C=CC=C1)C)C(=O)[O-]